[Si](C1=CC=CC=C1)(C1=CC=CC=C1)(C(C)(C)C)O[C@@H]1[C@H]2[C@@H](N([C@@H]([C@@H]1O[Si](C1=CC=CC=C1)(C1=CC=CC=C1)C(C)(C)C)C2)C(=O)C2CC2)C#C ((1R,3R,4R,5R,6S)-5,6-bis((tert-butyldiphenylsilyl)oxy)-3-ethynyl-2-azabicyclo[2.2.1]heptan-2-yl)(cyclopropyl)methanone